N-(2-fluoro-4-(piperazin-1-yl)phenyl)-7-methoxy-2-methylimidazo[1,2-a]pyridine-6-carboxamide hydrogen chloride Cl.FC1=C(C=CC(=C1)N1CCNCC1)NC(=O)C=1C(=CC=2N(C1)C=C(N2)C)OC